tert-Butyl 2-(2,5-difluorobenzyl)hydrazinecarboxylate FC1=C(CNNC(=O)OC(C)(C)C)C=C(C=C1)F